N-(4-(4-amino-2,7-dimethyl-7H-pyrrolo[2,3-d]pyrimidin-5-yl)-3-methylphenyl)-2-hydroxy-2-(6-(trifluoromethyl)pyridin-2-yl)acetamide NC=1C2=C(N=C(N1)C)N(C=C2C2=C(C=C(C=C2)NC(C(C2=NC(=CC=C2)C(F)(F)F)O)=O)C)C